1,3-dimethoxy-2-methyl-9H-carbazol-4-ol COC1=C(C(=C(C=2C3=CC=CC=C3NC12)O)OC)C